N1(CCCCC1)C1CCN(CC1)C1=C(C=NC2=CC=C(C=C12)C(=O)NC)S(=O)(=O)C1=CC=C(C=C1)OC 4-([1,4'-bipiperidin]-1'-yl)-3-((4-methoxyphenyl)sulfonyl)-N-methylquinoline-6-carboxamide